[Zr].[B] boron-zirconium